3-hydroxydecanoyl-β-hydroxydecanoate OC(CC(=O)OC(CC(CCCCCCC)O)=O)CCCCCCC